CN1C2=C(OC[C@@H](C1=O)C=1C(=NC=CC1OC1=CC=CC=C1)C(=O)N)C=CC(=C2)C#CC2NCCC2 ((3S)-5-methyl-4-oxo-7-(pyrrolidin-2-ylethynyl)-2,3,4,5-tetrahydrobenzo[b][1,4]oxazepin-3-yl)-4-phenoxypyridineamide